ClC=1N=C(SC1C(=O)NC[C@H](C(N[C@H]1C2=C(CN3N(C1=O)CCC3)C=CC=C2)=O)C)C(=O)NC(C)C 4-Chloro-N2-isopropyl-N5-((R)-2-methyl-3-oxo-3-(((S)-11-oxo-2,3,10,11-tetrahydro-1H,5H-benzo[d]pyrazolo[1,2-a][1,2]diazepin-10-yl)amino)propyl)thiazol-2,5-dicarboxamid